8-(6-amino-2-ethylpyridin-3-yl)-6,7-difluoroquinolin-2(1H)-one NC1=CC=C(C(=N1)CC)C=1C(=C(C=C2C=CC(NC12)=O)F)F